COC(=O)NC1=CC=C(C=C1)C1=CN=C2N1C(=C(C=C2)C(=O)OC)C methyl 3-[4-(methoxycarbonylamino)phenyl]-5-methyl-imidazo[1,2-a]pyridine-6-carboxylate